COC1CC(C1)N(C([O-])=O)C=1N=CC2=C(C(=C(C=C2C1)C1=C(C2=C(OCCN2)N=C1)C)F)N 3-Methoxycyclobutyl(8-amino-7-fluoro-6-(8-methyl-2,3-dihydro-1H-pyrido[2,3-b][1,4]oxazin-7-yl)isoquinolin-3-yl)carbamate